O1C(=CC2=C1C=CC=C2)C2=CC=C(C=C2)NC([C@H](CC(C)C)NC2=CC=C(C(=O)NCCC(=O)OCC)C=C2)=O Ethyl (S)-3-(4-((1-((4-(benzofuran-2-yl)phenyl)amino)-4-methyl-1-oxopentan-2-yl)amino)benzamido)propanoate